IC1CCC1 2-iodo-cyclobutane